3-methylene-6-(1-methylethyl)-cyclohexene C=C1C=CC(CC1)C(C)C